O=C1N(CC2=C1N=CS2)C2C(NC(CC2)=O)=O 3-(4-oxo-4H-pyrrolo[3,4-d]thiazol-5(6H)-yl)piperidine-2,6-dione